3-(tetrahydro-2H-pyran-4-yl)pyridin-2(1H)-one O1CCC(CC1)C=1C(NC=CC1)=O